[4-[[4-[4-[(2,6-dioxo-3-piperidyl)amino]-2-fluoro-phenyl]piperazin-1-yl]methyl]cyclohexyl] 1,2,4-triazole-1-carboxylate formate C(=O)O.N1(N=CN=C1)C(=O)OC1CCC(CC1)CN1CCN(CC1)C1=C(C=C(C=C1)NC1C(NC(CC1)=O)=O)F